3-butyl-3-hydroxy-2-pentyl-2,3,4,5-tetrahydro-1H-isoindol-1-one C(CCC)C1(N(C(C=2C=CCCC12)=O)CCCCC)O